N-(4-(2,5-difluoro-4-(2-(5-methoxy-1H-indazol-3-yl)acetamido)phenoxy)pyridin-2-yl)Cyclopropanecarboxamide FC1=C(OC2=CC(=NC=C2)NC(=O)C2CC2)C=C(C(=C1)NC(CC1=NNC2=CC=C(C=C12)OC)=O)F